BrC=1C(=C(OCCCC2C[C@H](N(CC2)C(=O)OC(C)(C)C)C)C=CC1)C tert-butyl (2R)-4-[3-(3-bromo-2-methyl-phenoxy)propyl]-2-methyl-piperidine-1-carboxylate